Heptadecan-9-yl (tert-butoxycarbonyl)-L-phenylalaninate C(C)(C)(C)OC(=O)N[C@@H](CC1=CC=CC=C1)C(=O)OC(CCCCCCCC)CCCCCCCC